Rel-N-(6-amino-5-ethyl-3-pyridyl)-2-[(2S,4S,5S)-4-methoxy-5-methyl-2-[4-(4-methylpiperazin-1-yl)phenyl]-1-piperidyl]-2-oxo-acetamide NC1=C(C=C(C=N1)NC(C(=O)N1[C@@H](C[C@@H]([C@H](C1)C)OC)C1=CC=C(C=C1)N1CCN(CC1)C)=O)CC |o1:12,14,15|